C(C=C)(=O)N1CC=2C(CCC1)=NN1C2NC(=C1C(=O)N)C1=CC=C(C=C1)OC1=CC=CC=C1 9-propenoyl-2-(4-phenoxyphenyl)-1,6,7,8,9,10-hexahydroimidazo[1',2':1,5]pyrazolo[4,3-c]Azepine-3-carboxamide